CC1C2CCC(CC2C(CC1)C)CC(C(=O)[O-])=C 5,8-dimethyldecahydronaphthalene-2-methacrylate